2,4-dioxane-1-carboxylic acid methyl ester COC(=O)C1OCOCC1